NC1=NC=CC(=C1OCC)COC=1C(=NC=C(N1)Br)N 3-((2-amino-3-ethoxypyridin-4-yl)methoxy)-5-bromopyrazin-2-amine